C(=C)N([C@@H](CS[Se]C1C(C=CC=C1)=NS(=O)(=O)C1=CC=CC=C1)C(=O)O)C(=O)OC(C)(C)C vinyl-N-(tert-butoxycarbonyl)-S-((2-(phenylsulfonylimino)phenyl)seleno)-L-cysteine